FC(C1=CC(=NC=C1)N1CC2(CC1=O)C1CNCC2C1)(F)F 1'-(4-(trifluoromethyl)pyridin-2-yl)-3-azaspiro[bicyclo[3.1.1]heptane-6,3'-pyrrolidin]-5'-one